C1(CC2C(CC1)O2)CC[Si](OCC)(OCC)OCC 2-(3,4-EPOXYCYCLOHEXYL)ETHYLTRIETHOXYSILANE